(R)-6-fluoro-5-(4-((5-fluoro-2-methyl-3-oxo-4H-quinoxalin-6-yl)methyl)-2-methylpiperazine-1-yl)-N-(methyl-d3)pyridine-2-carboxamide FC1=C(C=CC(=N1)C(=O)NC([2H])([2H])[2H])N1[C@@H](CN(CC1)CC=1C(=C2NC(C(=NC2=CC1)C)=O)F)C